CSC1=NC=CC(=N1)N1N=C(C(=C1)C=O)C1=CC=CC=C1 1-(2-(methylthio)pyrimidin-4-yl)-3-phenyl-1H-pyrazole-4-carbaldehyde